C(C1CC(=O)NC(=O)N1)(=O)[O-] Dihydroorotat